ClC1=CC(=C(OCC=2C=NC=C(C#N)C2)C=C1OCC=1C(N(C=CC1)C1=CC2=C(OCCO2)C=C1)=O)C=O 5-((4-chloro-5-((1-(2,3-dihydrobenzo[b][1,4]dioxin-6-yl)-2-oxo-1,2-dihydropyridin-3-yl)methoxy)-2-formylphenoxy)methyl)nicotinonitrile